N1-(1H-Benzimidazol-2-ylmethyl)-N1-(6,7,8,9-tetrahydro-5H-cyclohepta[b]pyridin-9-yl)-butane-1,4-diamine N1C(=NC2=C1C=CC=C2)CN(CCCCN)C2CCCCC=1C2=NC=CC1